C(=C)OC12CC3(CC(CC(C1)C3)C2)OC=C 1,3-bis(Vinyloxy)adamantan